C(C)(=O)N(CCCCCNC(CCC(=O)N(CCCCCC(C(=O)N(O)CCCCCN)CC(=O)N)O)=O)O [5-[[4-[[5-(acetylhydroxyamino)pentyl]amino]-1,4-dioxobutyl]hydroxyamino]pentyl]-N-(5-aminopentyl)-N-hydroxybutanediamide